FC1=C(CN2N=C(N=C2)C2=CC=CC(=N2)C(CS(=O)(=O)N)(C)O)C=C(C=C1)OC(F)(F)F 2-(6-(1-(2-fluoro-5-(trifluoromethoxy)benzyl)-1H-1,2,4-triazol-3-yl)pyridin-2-yl)-2-hydroxy-propane-1-sulfonamide